BrC1=NN(C(=C1)Br)C1=CC(=C(C=C1)F)OC 3,5-dibromo-1-(4-fluoro-3-methoxyphenyl)-1H-pyrazole